di(2-ethylhexyl) itaconate C(C(=C)CC(=O)OCC(CCCC)CC)(=O)OCC(CCCC)CC